CC(C(C(=O)N1[C@@H](CCCC1)C(=O)O[C@H](CCC1=CC(=C(C=C1)OC)OC)C1=CC(=CC=C1)NC(CCSSC1=NC=CC=C1)=O)=O)(CC)C (R)-3-(3,4-dimethoxyphenyl)-1-(3-(3-(pyridin-2-yldisulfanyl)propanamido)phenyl)propyl (S)-1-(3,3-dimethyl-2-oxopentanoyl)piperidine-2-carboxylate